BrC(C(=C(F)Br)Br)(Br)Br pentabromofluoropropene